Cl.FC1(CCNCC1)F 4,4-Difluoropiperidine hydrochloride